N-Cyano-2-cyclopentyl-4-(3-cyclopropyl-5H-pyrrolo[2,3-b]pyrazin-5-yl)benzamide C(#N)NC(C1=C(C=C(C=C1)N1C=CC=2C1=NC(=CN2)C2CC2)C2CCCC2)=O